FC1=CC=C(C=C1)N1C(N(C(C=C1)=O)C1=CC=C(C=C1)F)=O 1,3-bis(4-fluorophenyl)pyrimidine-2,4(1H,3H)-dione